(5'S,7a'R)-8-(benzene-carbonyl)-5'-(3,5-difluorophenyl)tetra-hydro-3'H-spiro[8-azabicyclo[3.2.1]-octane-3,2'-pyrrolo-[2,1-b][1,3]oxazol]-3'-one C1(=CC=CC=C1)C(=O)N1C2CC3(C(N4[C@H](O3)CC[C@H]4C4=CC(=CC(=C4)F)F)=O)CC1CC2